6-Amino-3-((1R,3S)-3-(aminomethyl)-4'-chloro-1',2'-dihydrospiro[cyclopentane-1,3'-pyrrolo[2,3-b]pyridin]-5'-yl)-2-fluoro-N,N-dimethylbenzamide NC1=CC=C(C(=C1C(=O)N(C)C)F)C=1C(=C2C(=NC1)NC[C@]21C[C@H](CC1)CN)Cl